(E)-N-(4-(1-(4-(1-(4-((2-(2,6-dioxopiperidin-3-yl)-3-oxoisoindolin-4-yl)amino)butyl)piperidin-4-yl)benzoyl)piperidin-4-yl)butyl)-3-(pyridin-3-yl)acrylamide O=C1NC(CCC1N1CC2=CC=CC(=C2C1=O)NCCCCN1CCC(CC1)C1=CC=C(C(=O)N2CCC(CC2)CCCCNC(\C=C\C=2C=NC=CC2)=O)C=C1)=O